2-butenyl-(di-t-butyl)phosphine C(C=CC)P(C(C)(C)C)C(C)(C)C